1-Cyclopropyl-5,6-difluoro-2-(4-isopropylpyrimidin-5-yl)-1H-benzo[d]imidazol C1(CC1)N1C(=NC2=C1C=C(C(=C2)F)F)C=2C(=NC=NC2)C(C)C